CC1N(C2=CC=CC=C2C1)C=1C2=C(N=CN1)SC(=N2)C(=O)NC2CCN(CC2)C 7-(2-methylindolin-1-yl)-N-(1-methyl-4-piperidinyl)thiazolo[5,4-d]pyrimidine-2-carboxamide